Dioleoyl-Ethanolamine C(CCCCCCC\C=C/CCCCCCCC)(=O)N(CCO)C(CCCCCCC\C=C/CCCCCCCC)=O